FC1=C(C=C2C(=CN(C(C2=C1)=O)C1=C(C=CC=C1)C)C(C)C)C=1N=C(N(C1)C)C(C)(C)O 7-Fluoro-6-(2-(2-hydroxypropan-2-yl)-1-methyl-1H-imidazol-4-yl)-4-isopropyl-2-(o-tolyl)isoquinolin-1(2H)-one